tert-butyl 7-(3-(difluoromethyl)-5-((diphenylmethylene)amino)pyridin-4-yl)-4,7-diazaspiro[2.5]octane-4-carboxylate FC(C=1C=NC=C(C1N1CCN(C2(CC2)C1)C(=O)OC(C)(C)C)N=C(C1=CC=CC=C1)C1=CC=CC=C1)F